CN([C@H]1CN(CCC1)C=1SC=CN1)C 2-[(3R)-3-(dimethylamino)piperidin-1-yl]-1,3-thiazole